3,3'-dimethyl-4,4'-diisocyanatobiphenyl CC=1C=C(C=CC1N=C=O)C1=CC(=C(C=C1)N=C=O)C